8-Chloro-6-(4-methylpyridin-3-yl)cinnolin ClC=1C=C(C=C2C=CN=NC12)C=1C=NC=CC1C